C(C=C)OCC(C)O 3-(allyloxy)-propan-2-ol